C(C1CO1)N1C(C(CC1=O)CC)=O N-glycidyl-α-ethylsuccinimide